CN1C[C@@H](CCC1)NC(O[C@@H]1CC[C@H](CC1)C(N(C[C@@H]1CC[C@H](CC1)C1=NC(=C(C=C1)OC)C)C1=NC=CC(=C1)C=1N=C(OC1)C1CC1)=O)=O trans-4-((4-(2-Cyclopropyloxazol-4-yl)pyridin-2-yl)((trans-4-(5-methoxy-6-methylpyridin-2-yl)cyclohexyl)methyl)carbamoyl)cyclohexyl ((R)-1-methylpiperidin-3-yl)carbamate